CN(C(OC(C)(C)C)=O)C1CC=2C(=CSC2C)CC1 tert-butyl N-methyl-N-(3-methyl-4,5,6,7-tetrahydro-2-benzothiophen-5-yl)carbamate